C(#N)C1=CC(=C(C=C1)NS(=O)(=O)C1=CNC2=CC(=CC=C12)OC1=CC=CC=C1)F N-(4-cyano-2-fluorophenyl)-6-phenoxy-1H-indole-3-sulfonamide